C(C)(C)(C)C1=CC=C(C[C@@H]2[C@@H]([C@H](OC2)C2=CC(=C(C(=C2)OC)OC)OC)COC(\C(=C/C)\C)=O)C=C1 (Z)-2-methyl-2-butenoic acid ((2S,3R,4R)-4-(4-(tert-butyl)benzyl)-2-(3,4,5-trimethoxyphenyl)tetrahydrofuran-3-yl)methyl ester